CC1=NC2=NC(=NC=C2N1)CC1=CC=CC=C1 methylbenzyl-purine